2-methyl-6-(4-bromoanilino)purine CC1=NC(=C2NC=NC2=N1)NC1=CC=C(C=C1)Br